C(#C)C=1C=C(C=CC1)NC1=NC=NC2=CC=CC=C12 N-(3-ethynylphenyl)-quinazoline-4-amine